2-[[2,2-bis[[(1-oxo-2-propenyl)-oxy]methyl]butoxy]methyl]-2-ethyl-1,3-propanediol 2-propenoate C(C=C)(=O)OCC(CO)(CC)COCC(CC)(COC(C=C)=O)COC(C=C)=O